CN1C(C(C2=CC(=CC=C12)C)CC=1N=NC=CC1)=O 1,5-dimethyl-3-(pyridazin-3-ylmethyl)indolin-2-one